O1C2=C(OCC1C=1N[C@H]([C@@H](N1)[2H])[2H])C(=C(C(=C2[2H])[2H])[2H])[2H] (4S,5S)-2-(2,3-dihydrobenzo[b][1,4]dioxin-2-yl-5,6,7,8-d4)-4,5-dihydro-1H-imidazole-4,5-d2